CC1=CC(=CNC1=O)C=O 5-methyl-6-oxo-1H-pyridine-3-carbaldehyde